C(C1=CC=CC=C1)(=O)OCCCCCC1=CC=NC(=C1C(=O)OC(C)(C)C)Cl tert-butyl 4-(5-(benzoyloxy) pentyl)-2-chloronicotinate